METHYL 3-ACETOXYOCTANOATE C(C)(=O)OC(CC(=O)OC)CCCCC